1-(2-(5,6,7,8-tetrahydronaphthalen-2-yl)ethyl)guanidine hydrochloride Cl.C1=C(C=CC=2CCCCC12)CCNC(=N)N